O=C1NC(CCC1N1C(C2=CC=CC(=C2C1=O)OC)=O)=O 2-(2,6-dioxopiperidin-3-yl)-4-methoxyisoindoline-1,3-dione